OC1=C(C=C(C=C1)/C=C/C(=O)N1CCN(CC1)S(=O)(=O)C1=CC=C(C=C1)C(F)(F)F)OC (E)-3-(4-hydroxy-3-methoxyphenyl)-1-(4-((4-(trifluoromethyl)phenyl)sulfonyl)piperazin-1-yl)prop-2-en-1-one